FC(C(C(=O)[O-])=O)(F)F TRIFLUOROPYRUVATE